C12(CCC(CC1)CC2)C2=NC=C1C=NC(=NN12)N[C@H]1[C@@H](COCC1)O (3S,4R)-4-[(7-{bicyclo[2.2.2]octan-1-yl}imidazo[4,3-f][1,2,4]triazin-2-yl)amino]oxan-3-ol